N1CC(C1)C=1C=CC=2N(C1)N=C(N2)NC2=C(N=NC(=C2)NC(=O)C2CC2)C(=O)NC 4-((6-(azetidin-3-yl)-[1,2,4]triazolo[1,5-a]pyridin-2-yl)amino)-6-(cyclopropanecarboxamido)-N-methylpyridazine-3-carboxamide